1-{4-[(2-{3-[(4-methanesulfonyl-2-methoxyphenyl) amino]prop-1-yn-1-yl}-1-(2,2,2-trifluoroethyl)-1H-indol-4-yl)amino] piperidin-1-yl}propan-2-yl 2-methylpropanoate CC(C(=O)OC(CN1CCC(CC1)NC1=C2C=C(N(C2=CC=C1)CC(F)(F)F)C#CCNC1=C(C=C(C=C1)S(=O)(=O)C)OC)C)C